C(C)(=O)C1=NN(C2=CN=C(C=C21)C=2C=NC(=NC2)C)CC(=O)N2[C@@H]1C[C@@]1(C[C@H]2C(=O)NC2=NC(=CC=C2C)Br)CCF (1R,3S,5R)-2-(2-(3-acetyl-5-(2-methylpyrimidin-5-yl)-1H-pyrazolo[3,4-c]pyridin-1-yl)acetyl)-N-(6-bromo-3-methylpyridin-2-yl)-5-(2-fluoroethyl)-2-azabicyclo[3.1.0]hexane-3-carboxamide